CC1=C(C(=CC(=C1)N1CC2=C(CC1)OC(=N2)C(F)(F)F)C)NC(CC(C)(C)C)=O N-(2,6-dimethyl-4-(2-(trifluoromethyl)-6,7-dihydrooxazolo[4,5-c]pyridin-5(4H)-yl)phenyl)-3,3-dimethylbutanamide